1-(2-Allyl-4-fluorophenyl)-3-(2-allyl-6-methoxy-pyridin-3-yl)-7-(trifluoromethyl)-2,3-dihydroquinazolin-4(1H)-one C(C=C)C1=C(C=CC(=C1)F)N1CN(C(C2=CC=C(C=C12)C(F)(F)F)=O)C=1C(=NC(=CC1)OC)CC=C